C1(CCC1)N1C(=NC2=C1C=C(C=C2)C(=O)NCCCN(C)C)C2=NC(=CC=C2)C2=CC=C(C=C2)OC 1-cyclobutyl-N-(3-(dimethylamino)propyl)-2-(6-(4-methoxyphenyl)pyridin-2-yl)-1H-benzo[d]imidazole-6-carboxamide